6-(3-fluoro-4-(4H-1,2,4-triazol-3-yl)phenyl)-4-(2-(tetrahydro-2H-pyran-4-yl)ethyl)-3,4-dihydropyrazino[2,3-b]pyrazin-2(1H)-one FC=1C=C(C=CC1C1=NN=CN1)C=1N=C2C(=NC1)NC(CN2CCC2CCOCC2)=O